methyl 2-chloro-5-(3-(2-fluoro-4-iodophenoxy)propyl)thiazole-4-carboxylate ClC=1SC(=C(N1)C(=O)OC)CCCOC1=C(C=C(C=C1)I)F